5-amino-2-chloropyrimidin NC=1C=NC(=NC1)Cl